2-(difluoromethyl)-2,4,4,5-tetrafluoro-5-(trifluoromethyl)-1,3-dioxolane FC(C1(OC(C(O1)(F)F)(C(F)(F)F)F)F)F